N-acetoacetoxyacetamide C(CC(=O)C)(=O)ONC(C)=O